(5-benzyloxy-2-tert-butyl-4-methyl-phenyl)boronic acid C(C1=CC=CC=C1)OC=1C(=CC(=C(C1)B(O)O)C(C)(C)C)C